C(#N)C[C@H](C(NC1=CC=C2C(=CC(=NC2=C1)C(F)(F)F)C1=CC=CC=C1)=O)NC(CCCCCCCCCCCCC)=O (R)-N-(3-cyano-1-oxo-1-((4-phenyl-2-(trifluoromethyl)quinoline-7-yl)amino)propan-2-yl)tetradecanamide